tert-butyl 4-(bis(4H-benzo[d][1,3]dioxin-6-yl)methoxy)piperidine-1-carboxylate O1COCC2=C1C=CC(=C2)C(OC2CCN(CC2)C(=O)OC(C)(C)C)C2=CC1=C(OCOC1)C=C2